C(#N)C1=C(C=CC(=C1)C(F)(F)F)N1CCC(CC1)(C(=O)NCC1CN(C1)C)C=1C=CC(=NC1)C=1C(=NC=CC1)OCC 1-[2-cyano-4-(trifluoromethyl)phenyl]-4-{2'-ethoxy-[2,3'-bipyridin]-5-yl}-N-[(1-methylazetidin-3-yl)methyl]piperidine-4-carboxamide